3-(ethylthio)phenylboronic acid C(C)SC=1C=C(C=CC1)B(O)O